C(=C)C=1C=C2C(=NC1)NN=C2 5-vinyl-1H-pyrazolo[3,4-b]pyridine